1-(1-(5-Ethynyl-pyridin-2-yl)piperidin-4-yl)-3-(pyridin-3-yl)urea C(#C)C=1C=CC(=NC1)N1CCC(CC1)NC(=O)NC=1C=NC=CC1